tert-butyl 2-((2-aminoethyl) amino)-2-oxoethoxycarbamate NCCNC(CONC(OC(C)(C)C)=O)=O